1-(2-hydroxy-2-methylpropyl)-5-(7-(3-(methylsulfonyl)phenyl)furo[3,2-b]pyridin-2-yl)pyridin-2(1H)-one OC(CN1C(C=CC(=C1)C1=CC2=NC=CC(=C2O1)C1=CC(=CC=C1)S(=O)(=O)C)=O)(C)C